3,4-Dimethoxystyrene COC=1C=C(C=C)C=CC1OC